Cl.[Cl-].C(C(C)C)(=O)N isobutyramide chloride hydrochloride